C1(CCC1)N1C(=NC2=C1C=C(C=C2F)OC(F)F)NC(CC(C)(C)C2CC2)=O N-(1-cyclobutyl-6-(difluoromethoxy)-4-fluoro-1H-benzo[d]imidazol-2-yl)-3-cyclopropyl-3-methylbutanamide